FC(OC1=CC=C(C=C1)C1=C(N=NC=C1)NC1=NC(=NC=C1F)N1CCCC1)F (4-(difluoromethoxy)phenyl)-N-(5-fluoro-2-(pyrrolidin-1-yl)pyrimidin-4-yl)pyridazin-3-amine